ethyl (Z)-2-azido-3-(2-isopropylthiazol-4-yl)prop-2-enoate N(=[N+]=[N-])\C(\C(=O)OCC)=C/C=1N=C(SC1)C(C)C